2,3-dicyano-hydroquinone C(#N)C1=C(O)C=CC(=C1C#N)O